tert-butyl N-[4-[[5-[1-(2,6-dioxo-3-piperidyl)-3-methyl-2-oxo-benzimidazol-5-yl]pentyl-methyl-amino]methyl]phenyl]carbamate O=C1NC(CCC1N1C(N(C2=C1C=CC(=C2)CCCCCN(C)CC2=CC=C(C=C2)NC(OC(C)(C)C)=O)C)=O)=O